diethyl 2,6-dimethyl-3,5-pyridinedicarboxylate CC1=NC(=C(C=C1C(=O)OCC)C(=O)OCC)C